N1N=CC(=C1)C1=CC=C(C=C1)NC1=NC(=NC=C1)C1=CC=C2C=C(NC2=C1)C(=O)NC1CN(CCC1)C1=CC=NC=C1 6-(4-((4-(1H-pyrazol-4-yl)phenyl)-amino)-pyrimidin-2-yl)-N-(1-(pyridin-4-yl)piperidin-3-yl)-1H-indole-2-carboxamide